NC1=NC=CC=C1C1=NC=2C(=NC(=CC2)C2=CC=CC=C2)N1C1=CC=C(C(=O)N2CCC(CC2)C(=O)OC)C=C1 methyl 1-(4-(2-(2-aminopyridin-3-yl)-5-phenyl-3H-imidazo[4,5-b]pyridin-3-yl)benzoyl)piperidine-4-carboxylate